C(C)(=O)OCC1CCC(CC1)N1N=C2C=C(C(=CC2=C1)Br)OC 1-((1R,4R)-4-(5-Bromo-6-methoxy-2H-indazol-2-yl)cyclohexyl)methyl acetate